Methyl (2S)-4-{[2-(benzyloxy)-2-oxo(1-13C)ethyl]sulfanyl}-2-[3-(dimethylamino)propanamido]butanoate C(C1=CC=CC=C1)OC([13CH2]SCC[C@@H](C(=O)OC)NC(CCN(C)C)=O)=O